C(=C)C=C(C(=O)Cl)C vinylmethacryloyl chloride